(S)-4-(4-(4-(4-amino-2-(4-(isonicotinamido)benzamido)-4-oxobutyramido)benzamido)-2-hydroxy-3-isopropoxybenzamido)benzoic acid NC(C[C@@H](C(=O)NC1=CC=C(C(=O)NC2=C(C(=C(C(=O)NC3=CC=C(C(=O)O)C=C3)C=C2)O)OC(C)C)C=C1)NC(C1=CC=C(C=C1)NC(C1=CC=NC=C1)=O)=O)=O